4-(4-amino-3-nitrophenyl)pyrrolidin-2-one NC1=C(C=C(C=C1)C1CC(NC1)=O)[N+](=O)[O-]